(1,3-Bis-(2,4,6-trimethylphenyl)-2-imidazolidinylidene)dichloro(o-isopropoxyphenylmethylene)ruthenium CC1=CC(=C(C(=C1)C)N2CCN(C2=[Ru](=CC3=CC=CC=C3OC(C)C)(Cl)Cl)C4=C(C=C(C=C4C)C)C)C